(6r,7r)-7-[[(2-amino-4-thiazolyl)acetyl]amino]-3-[[1-[2-(dimethylamino)ethyl]-1H-tetrazol-5-yl]thiomethyl]-8-oxo-5-thia-1-azabicyclo[4.2.0]oct-2-ene-2-carboxylic acid dihydrochloride Cl.Cl.NC=1SC=C(N1)CC(=O)N[C@H]1[C@H]2SCC(=C(N2C1=O)C(=O)O)CSC1=NN=NN1CCN(C)C